(R)-(+)-2-methoxycarbonyl-3-tropanone COC(=O)C1[C@H]2CC[C@@H](CC1=O)N2C